(2S,3S)-2-((amino)methyl)-3-methylpentanoic acid NC[C@@H](C(=O)O)[C@H](CC)C